C(#N)C1=C(OC=2C(=C3C(N(C=NC3=CC2)[C@H]2COC3(C2)CCNCC3)=O)O)C(=CC=C1NS(N(C)CC)(=O)=O)F (3R)-3-[6-[2-cyano-3-[[ethyl(methyl)sulfamoyl]amino]-6-fluoro-phenoxy]-5-hydroxy-4-oxo-quinazolin-3-yl]-1-oxa-8-azaspiro[4.5]decane